N1=C(C=CC=C1C1=C(C=CC=C1)C=1C(=C(C=C(C1)C)C(C)(C(C)C)C)O)C1=C(C=CC=C1)C=1C(=C(C=C(C1)C)C(C)(C(C)C)C)O 2',2'''-(pyridine-2,6-diyl)bis(3-(2,3-dimethylbutan-2-yl)-5-methyl-[1,1'-biphenyl]-2-ol)